[Si](C)(C)(C(C)(C)C)OC[C@H]1N(CC1=O)C(=O)OC(C)(C)C tert-butyl (2R)-2-[[tert-butyl(dimethyl)silyl]oxymethyl]-3-oxo-azetidine-1-carboxylate